C(#N)C1=C(C=C(C2=C1CCO2)C=2SC=C(N2)C(C)C)NC=C(C(=O)O)C ((4-cyano-7-(4-isopropylthiazol-2-yl)-2,3-dihydrobenzofuran-5-yl)amino)methacrylic acid